8-((4-((cyclopropylmethyl)(3,4-difluorophenyl)amino)cyclohexyl)(methyl)amino)-5-methyl-6-oxo-5,6-dihydro-1,5-naphthyridine-2,7-dicarbonitrile C1(CC1)CN(C1CCC(CC1)N(C1=C(C(N(C=2C=CC(=NC12)C#N)C)=O)C#N)C)C1=CC(=C(C=C1)F)F